tert-butyl (5-(1,2-dihydroxyethyl)pyridazin-3-yl)(2,4-dimethoxybenzyl)carbamate OC(CO)C=1C=C(N=NC1)N(C(OC(C)(C)C)=O)CC1=C(C=C(C=C1)OC)OC